trans-4-(1,5-dimethyl-1H-pyrazol-4-yl)-1-methylpyrrolidin-3-amine CN1N=CC(=C1C)[C@H]1[C@@H](CN(C1)C)N